Cl.COC(C1=C(N=C(C=C1C)C=1C=NN(C1)C)CN)=O 2-(Aminomethyl)-4-methyl-6-(1-methyl-1H-pyrazol-4-yl)nicotinic acid methyl ester hydrochloride